C(C)OC(CCNC1=CC=C(C2=CC=CC=C12)N1CCN(CC1)C(=O)OC(C)(C)C)=O tert-Butyl 4-(4-((3-ethoxy-3-oxopropyl)amino)naphthalen-1-yl)piperazine-1-carboxylate